2-(4-(tert-Butoxycarbonyl)piperazin-1-yl)thiazole-5-carboxylic acid ethyl ester C(C)OC(=O)C1=CN=C(S1)N1CCN(CC1)C(=O)OC(C)(C)C